tert-butyl ((5-(4-(chloromethyl)-6-hydroxypyrimidin-2-yl)-1-((2-(trimethylsilyl)ethoxy)methyl)-1H-pyrrolo[3,2-b]pyridin-2-yl)methyl)(methyl)carbamate ClCC1=NC(=NC(=C1)O)C1=CC=C2C(=N1)C=C(N2COCC[Si](C)(C)C)CN(C(OC(C)(C)C)=O)C